COC1=CC2=C(NC(=N2)C2=C(C(=CC=C2)C)C=2C(=CC(=CC2)C(N[C@H](CCC)C2=CC=CC=C2)=O)C(=O)O)C=C1 2'-(5-methoxy-1H-1,3-benzodiazol-2-yl)-6'-methyl-4-{[(1R)-1-phenylbutyl]carbamoyl}-[1,1'-biphenyl]-2-carboxylic acid